C(CCC)OCN(C(C=C)=O)COCCCC N,N-bis(butoxymethyl)acrylamide